3,6-dimethyl-1,2-phenylene bis(diisopropylcarbamate) C(C)(C)N(C(OC1=C(C(=CC=C1C)C)OC(N(C(C)C)C(C)C)=O)=O)C(C)C